O[C@@H]1CN(CC[C@@]12NCC1=CC=CC=C1C2)C(=O)C=2N=C1N(C=C(C=C1)C#N)C2 2-((3R,3'R)-3'-hydroxy-1,4-dihydro-2H-spiro[isoquinoline-3,4'-piperidine]-1'-carbonyl)imidazo[1,2-a]pyridine-6-carbonitrile